C(C)(C)(C)OC(=O)[C@H]1C[C@H](CC1)OC1=C(C=C(C=C1)F)[C@@H](C)N ((1R,3S)-3-(2-((R)-1-aminoethyl)-4-fluorophenoxy)cyclopentyl)carboxylic acid tert-butyl ester